N1(N=NN=C1)C1CN(CC1)C(=O)N1CC2(C1)CC(C2)OC2=NC(=CN=C2)C(F)(F)F (-)-[3-(Tetrazol-1-yl)pyrrolidin-1-yl]-[6-[6-(trifluoromethyl)pyrazin-2-yl]oxy-2-azaspiro[3.3]heptan-2-yl]methanone